2-(4-(furan-2-ylmethyl)-piperazin-1-yl)-5-methoxy-N-(3-methoxy-4-nitrophenyl)pyrimidin-4-amine O1C(=CC=C1)CN1CCN(CC1)C1=NC=C(C(=N1)NC1=CC(=C(C=C1)[N+](=O)[O-])OC)OC